N-(2-(2-fluoro-7-methoxynaphthalen-1-yl)ethyl)acetamide FC1=C(C2=CC(=CC=C2C=C1)OC)CCNC(C)=O